C1(=CC=CC2=CC=CC=C12)CN 1-naphthylmethylamine